C(C1=CC=CC=C1)OCC1(CC1)S(=O)(=O)C1COC1 3-((1-((benzyloxy)methyl)cyclopropyl)sulfonyl)oxetane